4-(8-(3-(5-oxo-5,6-dihydro-1,6-naphthyridin-7-yl)propionyl)-3,8-diazabicyclo[3.2.1]octane-3-yl)benzonitrile O=C1C=2C=CC=NC2C=C(N1)CCC(=O)N1C2CN(CC1CC2)C2=CC=C(C#N)C=C2